O1C=CC2=C1C(=CC=C2)C2CCNCC2 4-(1-benzofuran-7-yl)piperidine